N,N-di(n-propyl)aniline C(CC)N(C1=CC=CC=C1)CCC